3-(1-chloro-8-{2-[ethyl(isopropyl)carbamoyl]-4-fluorophenyl}-3-methylimidazo[1,5-a]pyridin-6-yl)azetidine ClC=1N=C(N2C1C(=CC(=C2)C2CNC2)C2=C(C=C(C=C2)F)C(N(C(C)C)CC)=O)C